C1(=CC=CC=C1)OCC(C)O propylene glycol monophenyl ether